CC1(C2=C(C=C3N=C4C=CC=CC4=C13)C=C1C=CCC=C12)C 12,12-dimethyl-10,12-dihydroindeno[2,1-b]carbazole